13-Bromo-14-methoxy-10,16,16-trioxo-19-(trifluoromethoxy)-9-oxa-16λ6-thia-17-azatetracyclo[16.3.1.111,15.02,7]tricosa-1(21),2(7),3,5,11,13,15(23),18(22),19-nonaene-4-carbonitrile BrC=1C=C2C(OCC=3C=CC(=CC3C3=CC=C(C(NS(C(C1OC)=C2)(=O)=O)=C3)OC(F)(F)F)C#N)=O